C(C)(=O)N1CC2(C3=CC=CC=C13)C(OC(C2)C)=O acetyl-5-methyl-4,5-dihydro-2H-spiro[furan-3,3'-indoline]-2-one